C(C)(C)(C)OC(=O)N1C[C@H](CC1)NC1CCC1 (S)-3-(Cyclobutylamino)pyrrolidine-1-carboxylic acid tert-butyl ester